CC1=C(OC2=C1C=C(C=C2)S(N(CCC2=CC=CC=C2)C2=CC(=CC=C2)N2CCN(CC2)C)(=O)=O)C(=O)O 3-methyl-5-(N-(3-(4-methylpiperazin-1-yl)phenyl)-N-phenethylsulfamoyl)benzofuran-2-carboxylic acid